C(C[C@@H](C(=O)O)N)CC(=O)O The molecule is the L-enantiomer of 2-aminoadipic acid. It has a role as an Escherichia coli metabolite and a human metabolite. It derives from an adipic acid. It is a conjugate acid of a L-2-aminoadipate(1-) and a L-2-aminoadipate(2-). It is an enantiomer of a D-2-aminoadipic acid.